2-oxopropane-1,3-diyl bis(octahydro-1H-indene-2-carboxylate) C1C(CC2CCCCC12)C(=O)OCC(COC(=O)C1CC2CCCCC2C1)=O